(e)-7-(2-(1-trityl-1H-imidazol-4-yl)benzylidene)-6,7-dihydroquinolin-8(5H)-one C(C1=CC=CC=C1)(C1=CC=CC=C1)(C1=CC=CC=C1)N1C=NC(=C1)C1=C(\C=C\2/CCC=3C=CC=NC3C2=O)C=CC=C1